BrC=1C(=C(C(=O)NC2=C(C(=C(C(=C2)OCC)C=O)F)Cl)C=CC1)C bromo-N-(2-chloro-5-ethoxy-3-fluoro-4-formylphenyl)-2-methylbenzamide